pentane-1,3,4-tricarboxylic acid C(CC(C(C)C(=O)O)C(=O)O)C(=O)O